P(=O)(OC[C@H]1[C@@H]([C@@H]([C@H](C1)N1C=NC(=C1N)C(N)=O)O)O)(O)O [(1S,2S,3R,4S)-4-(5-amino-4-carbamoylimidazol-1-yl)-2,3-dihydroxycyclopentyl]methyl dihydrogen phosphate